((4-(5-fluoroisoindolin-2-yl)-[2,4'-bipyrimidinyl]-2'-yl)ethynyl)-1H-indazole FC=1C=C2CN(CC2=CC1)C1=NC(=NC=C1)C1=NC(=NC=C1)C#CN1N=CC2=CC=CC=C12